6-Chloro-1-methyl-2-oxo-4-(4-(m-tolyloxy)piperidin-1-yl)-1,2-dihydro-1,5-naphthyridin-3-carbonitril ClC=1N=C2C(=C(C(N(C2=CC1)C)=O)C#N)N1CCC(CC1)OC=1C=C(C=CC1)C